N1N=NN=C1C1=C(C=CC=C1)C1=CC(=CC(=N1)N(CC(C)C)CC1=CC=CC=C1)NC1=CC(=CC=C1)OC(F)(F)F 6-(2-(1H-tetrazol-5-yl)phenyl)-N2-benzyl-N2-isobutyl-N4-(3-(trifluoromethoxy)phenyl)pyridine-2,4-diamine